C(=C)C1=CC=C(C=C1)C(C)N 1-(4-vinylphenyl)ethane-1-amine